ClC1=NN=C2N1C1=CC=CC=C1C(=N2)N(C(F)(F)F)C2=CC(=CC(=C2)F)C2=NC=C(N=C2)C2CC2 chloro-N-(3-(5-cyclopropylpyrazin-2-yl)-5-fluorophenyl)-N-(trifluoromethyl)-[1,2,4]triazolo[4,3-a]quinazolin-5-amine